CC=1C=C(NC2=C(C=NC3=CC(=CC=C23)C2=CC=C(C=C2)S(=O)(=O)C)C(=O)N)C=CC1C 4-(3,4-dimethylanilino)-7-(4-(methylsulfonyl)phenyl)quinoline-3-carboxamide